8'-Chloro-1'-[trans-4-(trifluoromethyl)cyclohexyl]-4'H,6'H-spiro[1,3-dioxan-2,5'-[1,2,4]triazolo[4,3-a][1]benzazepin] ClC=1C=CC2=C(CC3(CC=4N2C(=NN4)[C@@H]4CC[C@H](CC4)C(F)(F)F)OCCCO3)C1